S1C(=CC=C1)C1=CC=C(C=C1)C1=NC2=CC=CC=C2C=C1 (4-thiophenylphenyl)-quinoline